2-(2-hydroxy-3-tert-butyl-5-isooctylpropionyl)-2H-benzotriazole OC(C)C(CC(C(C)C)CCC(=O)N1N=C2C(=N1)C=CC=C2)C(C)(C)C